NC1=C(C(=NC(=N1)CC1=C(C=CC=C1)F)OCCO)OC1=C(C=CC=C1)OC 2-((6-Amino-2-(2-fluorobenzyl)-5-(2-methoxyphenoxy)pyrimidin-4-yl)oxy)ethan-1-ol